dipentaerythritol hexaisostearate C(CCCCCCCCCCCCCCC(C)C)(=O)OCC(COC(CCCCCCCCCCCCCCC(C)C)=O)(COCC(COC(CCCCCCCCCCCCCCC(C)C)=O)(COC(CCCCCCCCCCCCCCC(C)C)=O)COC(CCCCCCCCCCCCCCC(C)C)=O)COC(CCCCCCCCCCCCCCC(C)C)=O